3-(4-methoxyphenyl)-3-(4-butoxyphenyl)-7-bromo-11-trifluoromethyl-13,13-dimethyl-3,13-dihydro-indeno[2',3':3,4]naphtho[1,2-b]pyran COC1=CC=C(C=C1)C1(C=CC2=C(O1)C=1C=CC(=CC1C1=C2C(C2=CC(=CC=C21)C(F)(F)F)(C)C)Br)C2=CC=C(C=C2)OCCCC